Cl.C(CCCCCCCC)(=O)O nonanoic acid hydrochloride salt